(5'S,7a'R)-5'-(3,5-difluoro-phenyl)-1-(2,4,5-trifluoro-benzene-1-carbonyl)tetra-hydro-3'H-spiro[piperidine-4,2'-pyrrolo[2,1-b]-[1,3]oxazol]-3'-one FC=1C=C(C=C(C1)F)[C@@H]1CC[C@H]2OC3(C(N21)=O)CCN(CC3)C(=O)C3=C(C=C(C(=C3)F)F)F